Benzoyl-alanine methyl ester COC([C@@H](NC(C1=CC=CC=C1)=O)C)=O